C(C)S(=O)(=O)C1=CC(=CC2=C1OCO2)C(=O)O 7-(ethylsulfonyl)benzo[d][1,3]dioxole-5-carboxylic acid